OC([C@@]12C(CC[C@H]1[C@@H]1CCC3=CC=CC=C3[C@H]1CC2)=O)O dihydroxyestra-1(10),2,4-trien-17-one